FC=1C(=NC=CC1)C1=CN=C(S1)NC1=CC2=C(C=N1)N=CN2CCNC(=O)[C@H]2N(CC2)C(C=C)=O (2S)-N-[2-[6-[[5-(3-fluoro-2-pyridyl)thiazol-2-yl]amino]imidazo[4,5-c]pyridin-1-yl]ethyl]-1-prop-2-enoyl-azetidine-2-carboxamide